NC1=NC=C(C=C1C(=O)NC(C)C)Br 2-amino-5-bromo-N-isopropyl-pyridine-3-carboxamide